tin monoselenide [Sn]=[Se]